N-(2-(2-hydroxy-2-methylpropyl)-6-(thiophene-3-yl)-2H-indazol-5-yl)-3-nitrobenzamide OC(CN1N=C2C=C(C(=CC2=C1)NC(C1=CC(=CC=C1)[N+](=O)[O-])=O)C1=CSC=C1)(C)C